ClC=1C=NN2C1C(=CC(=C2)C=2N=NN(C2C)[C@@H]2[C@H](CN(CC2)C#N)F)OC(CO)C2=NC=C(C=C2)F (3S,4S)-4-[4-[3-Chloro-4-[1-(5-fluoro-2-pyridyl)-2-hydroxy-ethoxy]pyrazolo[1,5-a]pyridin-6-yl]-5-methyl-triazol-1-yl]-3-fluoro-piperidine-1-carbonitrile